(1S,2S)-cyclohexane C1CCCCC1